monomenthyl alcohol C1(CC(C(CC1)C(C)C)O)C